tert-butyl (3R,4R)-4-(((7-((tert-butoxycarbonyl) (imidazo[1,2-a]pyrimidin-2-ylmethyl) amino)-3-isopropylpyrazolo[1,5-a]pyrimidin-5-yl) amino) methyl)-3-hydroxypiperidine-1-carboxylate C(C)(C)(C)OC(=O)N(C1=CC(=NC=2N1N=CC2C(C)C)NC[C@@H]2[C@H](CN(CC2)C(=O)OC(C)(C)C)O)CC=2N=C1N(C=CC=N1)C2